OC=1C=C(OC(C(=O)OC)C)C=CC1C1=NC(=NC(=N1)C1=C(C=C(C=C1)OC(C(=O)OC)C)O)C1=CC=C(C=C1)OC methyl 2-[3-hydroxy-4-[4-[2-hydroxy-4-(2-methoxy-1-methyl-2-oxo-eth-oxy)phenyl]-6-(4-methoxyphenyl)-1,3,5-triazin-2-yl]phenoxy]propanoate